4-(4-Methoxy-phenyl)-1-methyl-5-{1-[2-(1H-tetrazol-5-yl)-phenyl]-1H-pyrazol-4-yl}-1H-pyridin-2-one COC1=CC=C(C=C1)C1=CC(N(C=C1C=1C=NN(C1)C1=C(C=CC=C1)C1=NN=NN1)C)=O